ClC1=C(C=CC=C1)C=1N(C2=NC(=NC(=C2N1)C=1C=NC(=CC1)C(F)(F)F)SC)C1=CC=C(C=C1)Cl 8-(2-chlorophenyl)-9-(4-chlorophenyl)-2-(methylthio)-6-(6-(trifluoromethyl)pyridin-3-yl)-9H-purine